BrC(C(C(F)(F)F)=O)Br 3,3-Dibromo-1,1,1-trifluoropropane-2-one